[3-(3-chloro-2-piperazin-1-yl-6-quinolinyl)-4-methoxy-phenyl]methylamine dihydrochloride Cl.Cl.ClC=1C(=NC2=CC=C(C=C2C1)C=1C=C(C=CC1OC)CN)N1CCNCC1